trimethylene azelate C1(CCCCCCCC(=O)OCCCO1)=O